FC([C@H](C)OC1=C(C(=O)N)C=CC=C1)(F)F 2-{[(2S)-1,1,1-trifluoropropan-2-yl]oxy}benzamide